3-(5-(4-((1-(2-fluoro-4-(7-hydroxy-3-(m-tolyl)chroman-4-yl)phenyl)piperidin-4-yl)methyl)piperazin-1-yl)-1-oxoisoindolin-2-yl)piperidine-2,6-dione FC1=C(C=CC(=C1)C1C(COC2=CC(=CC=C12)O)C=1C=C(C=CC1)C)N1CCC(CC1)CN1CCN(CC1)C=1C=C2CN(C(C2=CC1)=O)C1C(NC(CC1)=O)=O